3-[4-(trifluoromethyl)thiazol-2-yl]cyclopentanol tert-butyl-3-[(dimethylamino)methylene]-4-oxopiperidine-1-carboxylate C(C)(C)(C)C1N(CCC(C1=CN(C)C)=O)C(=O)OC1CC(CC1)C=1SC=C(N1)C(F)(F)F